CC(CCC1=NC=CC=C1)(N)C dimethyl-3-(pyridin-2-yl)propan-1-amine